2-(6-cyclopropylpyridin-3-yl)-8-methoxy-2,3-dihydrobenzo[b][1,4]dioxin-6-carboxylic acid C1(CC1)C1=CC=C(C=N1)C1COC2=C(O1)C(=CC(=C2)C(=O)O)OC